C(C)OC=1C(=C2C(=NC1)NC=C2)C=2C=C(C=NC2)C2=CC=C(C=C2)N2C(CCC2)=O 1-(4-(5-(5-ethoxy-1H-pyrrolo[2,3-b]pyridin-4-yl)pyridin-3-yl)phenyl)pyrrolidin-2-one